C(C)N1N=C(C(=C1C)C=1C=NN2C1C=C(C=C2)N2N=C(C(=C2)C(=O)N)OC)C 1-[3-(1-ethyl-3,5-dimethyl-pyrazol-4-yl)pyrazolo[1,5-a]pyridin-5-yl]-3-methoxy-pyrazole-4-carboxamide